3-(6-(1,3,4-oxadiazol-2-yl)pyrazin-2-yl)phenyl octylcarbamate C(CCCCCCC)NC(OC1=CC(=CC=C1)C1=NC(=CN=C1)C=1OC=NN1)=O